C(=O)C1=CC=C(C=C1)C1=CC=C(C=C1)C(=O)C(=O)C1=CC=C(C=C1)C1=CC=C(C=C1)C=O 4,4'-di(4-formylphenyl)benzil